ethyl 1-[2-(tert-butoxycarbonylamino)ethyl]-6,7-dichloro-3-(1-tetrahydropyran-2-ylpyrazol-4-yl)indole-2-carboxylate C(C)(C)(C)OC(=O)NCCN1C(=C(C2=CC=C(C(=C12)Cl)Cl)C=1C=NN(C1)C1OCCCC1)C(=O)OCC